5'-butylthio-5'-deoxyadenosine C(CCC)SC[C@@H]1[C@H]([C@H]([C@@H](O1)N1C=NC=2C(N)=NC=NC12)O)O